(S) or (R)-N'-((1,2,3,5,6,7-hexahydro-s-indacen-4-yl)carbamoyl)-4-((methylamino)methyl)thiophene-2-sulfonimidamide C1CCC2=C(C=3CCCC3C=C12)NC(=O)N=[S@@](=O)(N)C=1SC=C(C1)CNC |o1:16|